C(C)(C)(C)OC(=O)NC1=C(C=CC=C1)NC(CCCCC(C(=O)NC1=CC(=CC=C1)SC)NC(OC)=O)=O methyl (7-((2-((tert-butoxycarbonyl)amino)phenyl)amino)-1-((3-(methylthio)phenyl)amino)-1,7-dioxoheptan-2-yl)carbamate